FC1C(CN(CC1)C(C(=O)N)C)C1=CNC(C=C1)=O (4-fluoro-3-(6-oxo-1,6-dihydropyridin-3-yl)piperidin-1-yl)propanamide